C(C=C)OC(=O)N1C[C@H]2N(C(C3=C1C=C(C(=C3)OC3CC3)OCCCCCBr)=O)C[C@@H](C2)O (2R,11aS)-8-((5-bromopentyl)oxy)-7-cyclopropyloxy-2-hydroxy-5-oxo-2,3,11,11a-tetrahydro-1H-benzo[e]pyrrolo[1,2-a][1,4]diazepine-10(5H)-carboxylic acid allyl ester